(S)-6-(2,4-dichlorophenyl)-5-(4-(pyrrolidin-3-yloxy)phenyl)-7,8-dihydronaphthalene-2-carboxylic acid methyl ester COC(=O)C1=CC=2CCC(=C(C2C=C1)C1=CC=C(C=C1)O[C@@H]1CNCC1)C1=C(C=C(C=C1)Cl)Cl